1-(2,3-Di((8Z,11Z)-heptadeca-8,11-dien-1-yl)cyclopropyl)-N,N-dimethylmethanamine C(CCCCCC\C=C/C\C=C/CCCCC)C1C(C1CCCCCCC\C=C/C\C=C/CCCCC)CN(C)C